C(C)(C)(C)N(C(O)=O)C1CCC(CC1)OC1=CC=C(C=C1)C=O.ClC=1C=CC(=C(C(=O)NC2=CC(=CC=C2)C=2OC(=NN2)C=2OC=CC2)C1)OCC 5-Chloro-2-ethoxy-N-(3-(5-(furan-2-yl)-1,3,4-oxadiazol-2-yl)phenyl)benzamide tert-butyl-(4-(4-formylphenoxy)cyclohexyl)carbamate